CS(=O)(=O)NCCCC[C@H](N)C(=O)O N6-(methylsulfonyl)-L-lysine